C1(CC1)C=1C=C(C=2N(C1)C=C(N2)C(C)OC=2N=C(N=NC2)NC(=O)[C@@H]2[C@H](C2)C2=NC=CC(=N2)C)N2C(N(C(C2)=O)C)=O (1S,2S)-N-(5-(1-(6-cyclopropyl-8-(3-methyl-2,4-dioxoimidazolidin-1-yl)imidazo[1,2-a]pyridin-2-yl)ethoxy)-1,2,4-triazin-3-yl)-2-(4-methylpyrimidin-2-yl)cyclopropane-1-carboxamide